CC1CNCC=2C=CC=NC12 8-methyl-5,6,7,8-tetrahydro-1,6-naphthyridine